(1S,4s)-4-(2-((3S,4R)-3-fluorotetrahydro-2H-pyran-4-ylamino)-8-(2,4,6-trichlorophenylamino)-9H-purin-9-yl)-1-methylcyclohexanecarboxamide F[C@@H]1COCC[C@H]1NC1=NC=C2N=C(N(C2=N1)C1CCC(CC1)(C(=O)N)C)NC1=C(C=C(C=C1Cl)Cl)Cl